tert-butyl N-[(1S)-1-(4-ethynylphenyl)ethyl]carbamate C(#C)C1=CC=C(C=C1)[C@H](C)NC(OC(C)(C)C)=O